CC(C#CC(=O)O)CCCCC.C(#CCCCCCC)C(=O)OC methyl octynecarboxylate (Methyl 2-nonynoate)